FC(C=1C=C2C(=CC1)CNCC21CC1)(F)F 6-(trifluoromethyl)spiro[2,3-dihydroisoquinoline-4,1'-cyclopropane]